(2R,3R)-5,7-bis(benzyloxy)-2-(3,4,5-tris(benzyloxy)phenyl)chroman-3-yl 3,5-bis(benzyloxy)-4-(propionyloxy)benzoate C(C1=CC=CC=C1)OC=1C=C(C(=O)O[C@H]2[C@H](OC3=CC(=CC(=C3C2)OCC2=CC=CC=C2)OCC2=CC=CC=C2)C2=CC(=C(C(=C2)OCC2=CC=CC=C2)OCC2=CC=CC=C2)OCC2=CC=CC=C2)C=C(C1OC(CC)=O)OCC1=CC=CC=C1